1-(10-((4-(3-fluorophenoxy)phenyl)amino)-2,3-dihydro-4H-[1,4]oxazino[2,3-f]quinazolin-4-yl)prop-2-en-1-one FC=1C=C(OC2=CC=C(C=C2)NC2=NC=NC3=CC=C4C(=C23)OCCN4C(C=C)=O)C=CC1